CC1=NC(=NO1)C1=CC=C2C=CN=C(C2=C1)NCCN1CC2=CC=C(C=C2C1)C(=O)OCC ethyl 2-(2-{[7-(5-methyl-1,2,4-oxadiazol-3-yl)isoquinolin-1-yl]amino}ethyl)-2,3-dihydro-1H-isoindole-5-carboxylate